[2H]CN1C2(C3=CC=CC=C3C1=O)CC2 2'-(deuteromethyl)spiro[cyclopropane-1,1'-isoindoline]-3'-one